oxetan-3-yl ((1R,4r)-4-(5-(2-(N-(tert-butyl)sulfamoyl)-4-(3-((R)-1-(2-fluorophenyl)ethyl)ureido)phenyl)thiazol-2-yl)cyclohexyl)carbamate C(C)(C)(C)NS(=O)(=O)C1=C(C=CC(=C1)NC(=O)N[C@H](C)C1=C(C=CC=C1)F)C1=CN=C(S1)C1CCC(CC1)NC(OC1COC1)=O